Dimethyl-octadecylamine CN(CCCCCCCCCCCCCCCCCC)C